ethyl 2,2-dimethyl-5-(2-chloropyrimidin-5-yl)-1,3-dioxolane-4-carboxylate CC1(OC(C(O1)C(=O)OCC)C=1C=NC(=NC1)Cl)C